NC1=NC(=C2C(=N1)N(N=C2)CC2=C(C=CC=C2F)F)C=2C=NC=C(C#N)C2 5-(6-amino-1-(2,6-difluorobenzyl)-1H-pyrazolo[3,4-d]pyrimidine-4-yl)nicotinonitrile